FC1=C(C=CC(=C1)F)C1=CC(=CC=C1)[C@H](CC(=O)OCC)NC(=O)NC1=C(C2=C(N(C1=O)C)CCC2)O Ethyl (S)-3-(2',4'-Difluorobiphenyl-3-yl)-3-(3-(4-hydroxy-1-methyl-2-oxo-2,5,6,7-tetrahydro-1H-cyclopenta[b]pyridin-3-yl)ureido)propanoat